FC1=CN=C2N1C=CC(=C2)N 3-fluoroimidazo[1,2-a]pyridin-7-amine